BrC=1C=C(C(=NC1)OCC1OC(OC1)(C)C)NS(=O)(=O)C N-(5-bromo-2-((2,2-dimethyl-1,3-dioxolan-4-yl)methoxy)pyridin-3-yl)methanesulfonamide